[Na+].[Na+].C1(=CC=CC=C1)S(=O)(=O)[O-].C1(=CC=CC=C1)S(=O)(=O)[O-] benzenesulfonic acid disodium salt